C(CCCCCC)[Si](OCCOC)(OCCOC)OCCOC heptyl-tris-(2-methoxyethoxy)silane